CS(=O)(=O)NCCN1C(C(=NC2=CC=CC=C12)C=1SC=CC1)=O 1-(2-methanesulfonamidoethyl)-3-(2-thienyl)-1,2-dihydroquinoxalin-2-one